[Cl-].NN1C(N(N=C1N)CC1=NON=C1N)=N 4,5-Diamino-2-((4-amino-1,2,5-oxadiazol-3-yl)methyl)-2,4-dihydro-3H-1,2,4-triazole-3-imine chloride salt